C(C1=CC=CC=C1)OC(=O)N[C@H](CCO)C(=O)O N-benzyloxycarbonyl-D-homoserine